C(C=C)(=O)N1C(CN(CC1)C1=NC=NC2=CC(=C(C=C12)Cl)C1=C(C=C(C=C1)F)F)CC#N 2-(1-acryloyl-4-(6-chloro-7-(2,4-difluorophenyl)quinazolin-4-yl)piperazin-2-yl)acetonitrile